C(C(C)C)C1=C2C(NC(NC2=CC=C1)=O)=O isobutyl-quinazoline-2,4-dione